N'-(4-(3-((4-bromobenzyl)oxy)oxetan-3-yl)-5-fluoro-2-methylphenyl)-N-ethyl-N-methylformimidamide BrC1=CC=C(COC2(COC2)C2=CC(=C(C=C2F)N=CN(C)CC)C)C=C1